3-oxo-bicyclo[3.1.0]hexane-6-carboxylic acid ethyl ester C(C)OC(=O)C1C2CC(CC12)=O